tert-butyl 7-(4-((2,2-difluoroethyl)amino)butyl)-3,4-dihydro-1,8-naphthyridine-1(2H)-carboxylate FC(CNCCCCC1=CC=C2CCCN(C2=N1)C(=O)OC(C)(C)C)F